2,7,8,9-tetrahydro-6-thia-2,3,5-triazabenzo[cd]azulene C=1NC2=C3C(SCCCC13)=NC=N2